3-methylbicyclo[1.1.1]pentane-1-carbaldehyde CC12CC(C1)(C2)C=O